1-N-[4-[7-(3,5-Dimethyl-1,2-oxazol-4-yl)quinolin-4-yl]oxyphenyl]-1-N'-(4-fluorophenyl)cyclopropane-1,1-dicarboxamide CC1=NOC(=C1C1=CC=C2C(=CC=NC2=C1)OC1=CC=C(C=C1)NC(=O)C1(CC1)C(=O)NC1=CC=C(C=C1)F)C